3-(4-methylpiperazin-1-yl)propyl-t-butylamine CN1CCN(CC1)CCCNC(C)(C)C